6-((3-chlorobenzyl)oxy)-1-methylindole-2,3-dione ClC=1C=C(COC2=CC=C3C(C(N(C3=C2)C)=O)=O)C=CC1